1-methyl-N-(5-(pyridin-2-yl)pyrimidin-2-yl)-1H-imidazole-5-carboxamide CN1C=NC=C1C(=O)NC1=NC=C(C=N1)C1=NC=CC=C1